(3-(N,N-dimethylamino)-phenoxy)phthalonitrile CN(C)C=1C=C(OC2=C(C(C#N)=CC=C2)C#N)C=CC1